N-(tert-Butyl)-3-(5-(4-((2-hydroxyethyl)sulfonamido)-2-(6-azaspiro[2.5]octan-6-yl)phenyl)-1,3,4-oxadiazol-2-yl)benzenesulfonamide C(C)(C)(C)NS(=O)(=O)C1=CC(=CC=C1)C=1OC(=NN1)C1=C(C=C(C=C1)NS(=O)(=O)CCO)N1CCC2(CC2)CC1